2,3,6,6-tetramethyl-2-cyclohexen-1-carboxylic acid ethyl ester C(C)OC(=O)C1C(=C(CCC1(C)C)C)C